(2S)-1,4-dioxan O1CCOCC1